FC1=C2C=CN(C2=C(C=C1)C)C(C(=O)N1CCOCC1)C1=NC=CC=C1 4-fluoro-7-methyl-N-(2-morpholino-2-oxo-1-(pyridin-2-yl)ethyl)-1H-indole